6-((4-chloro-6-(tetradecylthio)-1,3,5-triazin-2-yl)thio)hexane-1-ol ClC1=NC(=NC(=N1)SCCCCCCCCCCCCCC)SCCCCCCO